C1(CC1)C1=C(C(=NO1)C1=C(C=CC=C1Cl)Cl)COC1CCN(CC1)C1=NN(C(=N1)/C(/N)=N/O)COCC[Si](C)(C)C (Z)-3-(4-((5-cyclopropyl-3-(2,6-dichlorophenyl)isoxazol-4-yl)methoxy)piperidin-1-yl)-N'-hydroxy-1-((2-(trimethylsilyl)ethoxy)methyl)-1H-1,2,4-triazole-5-carboximidamide